C(OOOOOOCCCCCNCCNCCNCCCCCCCCCCCC(=O)[O-])(=O)[O-] hexaoxa-13,16,19-triazahentriacontanedioate